4-chloro-1-(1-(4-(imidazo[1,5-a]pyridin-8-yl)-1H-1,2,3-triazol-1-yl)ethyl)pyridin-2(1H)-one ClC1=CC(N(C=C1)C(C)N1N=NC(=C1)C=1C=2N(C=CC1)C=NC2)=O